N-stearoyl-L-arginine arginate N[C@@H](CCCNC(N)=N)C(=O)O.C(CCCCCCCCCCCCCCCCC)(=O)N[C@@H](CCCNC(N)=N)C(=O)O